N-(3-(1,1-difluoroethyl)phenyl)-1-(4-(difluoromethoxy)phenyl)-4-fluoro-3-methyl-5-oxo-4,5-dihydro-1H-pyrazole-4-carboxamide FC(C)(F)C=1C=C(C=CC1)NC(=O)C1(C(=NN(C1=O)C1=CC=C(C=C1)OC(F)F)C)F